C(CC)O[Hf](OCCC)(OCCC)OCCC Tetra-n-propoxyhafnium (IV)